O=C1NC(CCC1N1C(C2=CC=C(C=C2C1)NC(=O)C=1C=C2C=NN(C2=CC1)C)=O)=O N-(2-(2,6-dioxopiperidin-3-yl)-1-oxoisoindolin-5-yl)-1-methyl-1H-indazole-5-carboxamide